6-bromo-1-(4-methoxybenzyl)-1H-pyrazolo[3,4-b]pyridine BrC1=CC=C2C(=N1)N(N=C2)CC2=CC=C(C=C2)OC